BrCCCCOC1=CC=C2CCC(NC2=C1)=O 7-(4-bromobutoxy)-3,4-dihydroquinolin-2(1H)-one